[5-(2,4-difluorophenyl)-1,3,4-thiadiazol-2-yl]-[rac-(4S,7R)-4,7-dimethyl-4-(1-methylpyrazol-4-yl)-5,7-dihydrothieno[2,3-c]pyridin-6-yl]methanone FC1=C(C=CC(=C1)F)C1=NN=C(S1)C(=O)N1[C@@H](C2=C([C@@](C1)(C=1C=NN(C1)C)C)C=CS2)C |r|